C1(CC1)S(=O)(=O)N1N=CC(=C1)C1=NC=CC(=N1)NC1=NC=C(C(=C1)NC1CCC(CC1)CN(C)C)C1=NN(C=C1)C1COC1 N2-(2-(1-(Cyclopropylsulfonyl)-1H-pyrazol-4-yl)pyrimidin-4-yl)-N4-((1s,4s)-4-((dimethylamino)methyl)cyclohexyl)-5-(1-(oxetan-3-yl)-1H-pyrazol-3-yl)pyridine-2,4-diamine